OC12CC3C(C(CC(C1)C3)C2)NC(=O)NC2=CC=C(C=C2)C(=O)N2CCCCC2 1-((5s,7s)-5-hydroxyadamantan-2-yl)-3-(4-(piperidine-1-carbonyl)phenyl)urea